(R)-7-(3,3-Dimethylbutoxy)-6-methoxy-2-methyl-N-(1-(4-(2-((methylamino)-methyl)phenyl)thiophen-2-yl)ethyl)quinazolin-4-amine CC(CCOC1=C(C=C2C(=NC(=NC2=C1)C)N[C@H](C)C=1SC=C(C1)C1=C(C=CC=C1)CNC)OC)(C)C